6-chloro-N-(5-chloro-1-cyclopropyl-1H-pyrazol-4-yl)-7-[1-(3-methyloxetan-3-yl)piperidin-4-yl]quinazolin-2-amine ClC=1C=C2C=NC(=NC2=CC1C1CCN(CC1)C1(COC1)C)NC=1C=NN(C1Cl)C1CC1